C(C)NC(OCCSSCC)=O 2-(ethyldisulfanyl)ethyl ethylcarbamate